2'-(ethane-1,2-diylbis(5-carbamoyl-4-methoxy-1H-benzo[d]imidazole-1,2-diyl))bis(5-chloro-3-fluorobenzoic acid) C(CN1C(=NC2=C1C=CC(=C2OC)C(N)=O)C2=C(C(=O)O)C=C(C=C2F)Cl)N2C(=NC1=C2C=CC(=C1OC)C(N)=O)C1=C(C(=O)O)C=C(C=C1F)Cl